FC1=C(C=C(C=C1)CC1=NNC(C2=CC=CC=C12)=O)C(=O)N1CCN(CC1)C1=CC=C(C=C1)NC1=NC=C2C(=N1)N(N(C2=O)C)C2=NC(=CC=C2)C(C)(C)O 4-[[4-fluoro-3-[4-[4-[[1-[6-(1-hydroxy-1-methyl-ethyl)-2-pyridyl]-2-methyl-3-oxo-pyrazolo[3,4-d]pyrimidin-6-yl]amino]phenyl]piperazine-1-carbonyl]phenyl]methyl]-2H-phthalazin-1-one